2-[1-(propan-2-yl)-1H-pyrazol-4-yl]benzoic acid CC(C)N1N=CC(=C1)C1=C(C(=O)O)C=CC=C1